ClC1=NNC(C(=C1)[C@H](C)N1N=C(C(=C1)NC(=O)[C@H](C(C1CC1)C1CC1)NC(=O)C=1N(N=CC1)C(C)C)F)=O N-[(1S)-1-[[1-[(1S)-1-(3-chloro-6-oxo-1H-pyridazin-5-yl)ethyl]-3-fluoro-pyrazol-4-yl]carbamoyl]-2,2-dicyclopropyl-ethyl]-2-isopropyl-pyrazole-3-carboxamide